(2-morpholinoethyl)-pentanamide monoedisylate S(=O)(=O)(O)CCS(=O)(=O)O.O1CCN(CC1)CCC(C(=O)N)CCC